C(C)(C)N1N=CC(=N1)S(=O)(=O)N 2-isopropyl-2H-1,2,3-triazole-4-sulfonamide